CC1(OB(OC1(C)C)CCC1=CC=C(C(=O)OC)C=C1)C methyl 4-(2-(4,4,5,5-tetramethyl-1,3,2-dioxaborolan-2-yl)ethyl)benzoate